COC1=CC=C2CCC(C2=C1)NC1=NC(=NC=C1C(=O)N)NC1=C(C=C2CCN(CC2=C1)C)OC 4-[(6-methoxy-2,3-dihydro-1H-inden-1-yl)amino]-2-[(6-methoxy-2-methyl-1,2,3,4-tetrahydroisoquinolin-7-yl)amino]pyrimidine-5-carboxamide